5-(4-nitrophenyl)-3-(trifluoromethyl)-1H-pyrazole-4-carbonitrile [N+](=O)([O-])C1=CC=C(C=C1)C1=C(C(=NN1)C(F)(F)F)C#N